dihexyl ethanedioate C(C(=O)OCCCCCC)(=O)OCCCCCC